thidiazole S1N=NC=C1